8-bromo-N-(2,4-dimethoxybenzyl)quinazolin-4-amine BrC=1C=CC=C2C(=NC=NC12)NCC1=C(C=C(C=C1)OC)OC